2-methoxy-6-(pyrimidin-2-yl)benzoic Acid COC1=C(C(=O)O)C(=CC=C1)C1=NC=CC=N1